OC(C(=O)O)(C(C)C)C.OC(C(=O)OC)C(C)C methyl 2-hydroxy-3-methylbutyrate (2-hydroxy-3-METHYL METHYL butanoate)